methyl 7-(1-(adamantan-1-ylmethyl)-5-methyl-1H-pyrazol-4-yl)-3-(1-(benzo[d]thiazol-2-ylamino)isoquinolin-4-yl)imidazo[1,2-a]pyridine-8-carboxylate C12(CC3CC(CC(C1)C3)C2)CN2N=CC(=C2C)C2=C(C=3N(C=C2)C(=CN3)C3=CN=C(C2=CC=CC=C32)NC=3SC2=C(N3)C=CC=C2)C(=O)OC